di-(tert-butylcyclohexyl)methylamine C(C)(C)(C)C1(CCCCC1)C(C1(CCCCC1)C(C)(C)C)N